(7S)-9-(2-chloro-6-fluoro-phenyl)-3,7-dimethyl-13-oxa-18-thia-2,4,5,8-tetrazatetracyclo[8.8.0.02,6.011,17]octadeca-1(10),3,5,8,11(17)-pentaene ClC1=C(C(=CC=C1)F)C1=N[C@H](C2=NN=C(N2C=2SC=3CCCOCC3C12)C)C